N-(5-(3-chlorobenzyl)-4-(((1-methylpiperidin-4-yl)oxy)methyl)thiazol-2-yl)-2-hydroxyacetamide ClC=1C=C(CC2=C(N=C(S2)NC(CO)=O)COC2CCN(CC2)C)C=CC1